(3S)-3-(3-(difluoromethoxy)phenyl)-3-(2-(4-((5-fluoro-1,4,5,6-tetrahydropyrimidin-2-yl)amino)-1H-indazole-6-carboxamido)acetamido)propanoic acid FC(OC=1C=C(C=CC1)[C@H](CC(=O)O)NC(CNC(=O)C1=CC(=C2C=NNC2=C1)NC=1NCC(CN1)F)=O)F